ClC1=C(C=CC(=C1)Cl)C1=C(C=2C=CC(=CC2CC1)C(=O)[O-])C1=CC=C(C=C1)C=C1CN(C1)CCCF 6-(2,4-dichlorophenyl)-5-(4-((1-(3-fluoropropyl) azetidin-3-ylidene) methyl) phenyl)-7,8-dihydronaphthalene-2-carboxylate